NC1=C2N(C(N(C2=NC=N1)C1CN(CC1)C(C#CC)=O)=O)C1=CC=C(C=C1)OC1=CC=CC=C1 6-amino-9-(1-(but-2-ynoyl)pyrrolidin-3-yl)-7-(4-phenoxyphenyl)-7H-purin-8(9H)-one